C(C)(C)C=1C(=NN(C1C=1C=C(C=2N(C1)N=CN2)C)COCC[Si](C)(C)C)C2=CC=C(C=C2)C2CCN(CC2)C(=O)OC(C)(C)C tert-butyl 4-(4-(4-isopropyl-5-(8-methyl-[1,2,4]triazolo[1,5-a]pyridin-6-yl)-1-((2-(trimethylsilyl)ethoxy)methyl)-1H-pyrazol-3-yl)phenyl)piperidine-1-carboxylate